2,4,5-triphenylthiazole C1(=CC=CC=C1)C=1SC(=C(N1)C1=CC=CC=C1)C1=CC=CC=C1